N1CCC1 (rac)-cis-Azetidin